ClC(OC1=CC=C(C=C1)NC(=O)C1=CC2=C(N(C=N2)C(C)C)C(=C1)C=1C=C2C(=NC1)CC=1C2=NN(C1)C1=NC=CC=N1)(F)F N-(4-(chlorodifluoromethoxy)phenyl)-1-isopropyl-7-(2-(pyrimidin-2-yl)-2,4-dihydropyrazolo[3',4':3,4]cyclopenta[1,2-b]pyridin-7-yl)-1H-benzo[d]imidazole-5-carboxamide